D,L-iditol C([C@@H](O)[C@H](O)[C@@H](O)[C@H](O)CO)O |r|